C(=O)C1=CC=C(C=C1)[C@]1(O)[C@H](OC(C)=O)[C@@H](OC(C)=O)[C@H](OC(C)=O)[C@H](O1)COC(C)=O 4-formyl-phenyl-2,3,4,6-tetra-O-acetyl-beta-D-glucopyranose